1-cyclopentyl-5-(3-(trifluoromethyl)pyridin-2-yl)-1H-1,2,4-triazole-3-carboxylic acid C1(CCCC1)N1N=C(N=C1C1=NC=CC=C1C(F)(F)F)C(=O)O